C(C)(=O)N1C[C@@H](N(C[C@H]1C1=CC(=CC(=C1)C=1C=NC2=CC=CN=C2C1)Cl)C(\C=C/Cl)=O)C trans-(Z)-1-(4-acetyl-5-(3-chloro-5-(1,5-naphthyridin-3-yl)phenyl)-2-methylpiperazin-1-yl)-3-chloroprop-2-en-1-one